C(CCCCCCCCCCCCC)(=O)N(C)CC(=O)[O-].[Na+].SCCCCO[Si](OC)(OC)C1=CC=CC=C1 3-mercaptopropylphenyl-trimethoxysilane sodium myristoyl-Sarcosinate